3-(Triethoxysilyl)propylisocyanat C(C)O[Si](CCCN=C=O)(OCC)OCC